2-chloro-5-fluoro-quinoline-3-carbonitrile ClC1=NC2=CC=CC(=C2C=C1C#N)F